ClC1=CC(=C(C=C1)CC=1N(C2=CC=C(C=C2C1)C(=O)N[C@H](CCCO)C1=CC=C(C=C1)S(=O)(=O)C(C([2H])([2H])[2H])([2H])[2H])CCF)C(F)(F)F 2-[[4-chloro-2-(trifluoromethyl)phenyl]methyl]-1-(2-fluoroethyl)-N-[(1R)-2-hydroxyethyl-1-[4-(1,1,2,2,2-pentadeuteroethylsulfonyl)phenyl]ethyl]indole-5-carboxamide